diethyl (4-nitrobenzyl)phosphonate [N+](=O)([O-])C1=CC=C(CP(OCC)(OCC)=O)C=C1